3-(2-(4-((2-(4-(1-(2-azaspiro[3.5]nonan-7-yl)piperazin-4-yl)piperazin-1-yl)pyrimidin-4-yl)methoxy)phenyl)propan-2-yl)-5-chlorobenzonitrile trifluoroacetate FC(C(=O)O)(F)F.C1NCC12CCC(CC2)N2CCN(CC2)N2CCN(CC2)C2=NC=CC(=N2)COC2=CC=C(C=C2)C(C)(C)C=2C=C(C#N)C=C(C2)Cl